ClC1=C(C=CC=C1)[C@H](CO)O (1R)-1-(2-chlorophenyl)ethane-1,2-diol